3-(1-oxo-3H-isoindol-2-yl)piperidine-2,6-dione O=C1N(CC2=CC=CC=C12)C1C(NC(CC1)=O)=O